COC(=O)C1CC2=C(SC(=C2C(C2=C(C=CC=C2)OC)=O)NC(CN)=O)C1 2-(2-Aminoacetamido)-3-(2-methoxybenzoyl)-4H,5H,6H-cyclopenta[b]thiophene-5-carboxylic acid methyl ester